C(C)NC=1C=CC2=C(N(CCN(C2=O)C2=CC(=CC=C2)OC(CCNC)C=2SC=CC2)C)N1 8-(Ethylamino)-1-methyl-4-(3-(3-(methylamino)-1-(thiophen-2-yl)propoxy)phenyl)-1,2,3,4-tetrahydro-5H-pyrido[2,3-e][1,4]diazepin-5-one